4-(3-Chloroanilino)-5'-methyl-2'-[(2R)-2-methyl-3-{[(5R)-5-methyl-5,6,7,8-tetrahydroquinolin-4-yl]oxy}propyl]-2',3'-dihydrospiro[cyclohexane-1,1'-indene]-4-carboxylic acid ClC=1C=C(NC2(CCC3(C(CC4=CC(=CC=C34)C)C[C@H](COC3=CC=NC=4CCC[C@H](C34)C)C)CC2)C(=O)O)C=CC1